[N+](=O)([O-])[O-].[Cu+2].ClCC(C(=O)NNC(\C=C/N1N=C(N=C1)C1=CC(=CC(=C1)C(F)(F)F)S(F)(F)(F)(F)F)=O)(C)CO.[N+](=O)([O-])[O-] (Z)-N'-(3-chloro-2-(hydroxymethyl)-2-methylpropionyl)-3-(3-(3-(pentafluorosulfanyl)-5-(trifluoromethyl)phenyl)-1H-1,2,4-triazol-1-yl)propenohydrazide copper nitrate